NCCNCCC[Si](OCC)(OCC)OCC N-(β-Aminoethyl)-γ-aminopropyltriethoxysilane